2-chloro-N,N-dimethyl-4-((1-methyl-2-(1-((R or S)-3,3,3-trifluoro-2-hydroxy-2-(3-methoxyphenyl)propanoyl)piperidin-4-yl)cyclopropyl)methoxy)benzamide ClC1=C(C(=O)N(C)C)C=CC(=C1)OCC1(C(C1)C1CCN(CC1)C([C@@](C(F)(F)F)(C1=CC(=CC=C1)OC)O)=O)C |o1:24|